C(C)(=O)OCC(CC)C 2-Methylbutyl acetate